OC1=C(C(=CC(=C1S(=O)(=O)N[C@@H](C)C(=O)OC)CCCCC)O)C1CCCC(=C1)C methyl ((2,6-dihydroxy-5'-methyl-4-pentyl-1',2',3',4'-tetrahydro-[1,1'-biphenyl]-3-yl)sulfonyl)alaninate